N-(4-(4-benzylpiperazin-1-yl)quinolin-3-yl)-1-naphthamide C(C1=CC=CC=C1)N1CCN(CC1)C1=C(C=NC2=CC=CC=C12)NC(=O)C1=CC=CC2=CC=CC=C12